N-[(1S)-1-[di(cyclobutyl)methyl]-2-[4-(3,5-dimethyl-1H-pyrazol-4-yl)anilino]-2-oxo-ethyl]-2-(2-hydroxyethyl)pyrazole-3-carboxamide C1(CCC1)C([C@@H](C(=O)NC1=CC=C(C=C1)C=1C(=NNC1C)C)NC(=O)C=1N(N=CC1)CCO)C1CCC1